6-Amino-3-((1S,4s)-4'-chloro-4-hydroxy-1',2'-dihydrospiro[cyclohexane-1,3'-pyrrolo[2,3-b]pyridin]-5'-yl)-2-fluoro-N,N-dimethylbenzamide NC1=CC=C(C(=C1C(=O)N(C)C)F)C=1C(=C2C(=NC1)NCC21CCC(CC1)O)Cl